1-(tert-butyl)-N-[3-(7-{[(3S,4R)-3-fluoro-1-methylpiperidin-4-yl]amino}-3-(2,2,2-trifluoroethyl)pyrazolo[1,5-a]pyridin-2-yl)prop-2-yn-1-yl]-5-(methylamino)-1H-pyrazole-4-carboxamide C(C)(C)(C)N1N=CC(=C1NC)C(=O)NCC#CC1=NN2C(C=CC=C2N[C@H]2[C@H](CN(CC2)C)F)=C1CC(F)(F)F